(R)-6-((2-methylmorpholino)methyl)imidazo[1,2-a]pyridine-8-carboxylic acid methyl ester COC(=O)C=1C=2N(C=C(C1)CN1C[C@H](OCC1)C)C=CN2